(((3-(2-(tert-butoxy)-2-oxoethyl)-7-(cyclopentylamino)-6-fluoro-4-oxo-3,4-dihydroquinazolin-2-yl)methyl)thio)piperidine-1-carboxylic acid tert-butyl ester C(C)(C)(C)OC(=O)N1C(CCCC1)SCC1=NC2=CC(=C(C=C2C(N1CC(=O)OC(C)(C)C)=O)F)NC1CCCC1